methyllevulinic acid CC(CC(=O)C)C(=O)O